OC1=CC=C(C=N1)C(CSC1=NN=NN1C1=CC=C(C(=O)O)C=C1)=O 4-(5-((2-(6-Hydroxypyridin-3-yl)-2-oxoethyl)thio)-1H-tetrazol-1-yl)benzoic acid